bromoacetimidate BrCC([O-])=N